NC1(CN(CC1)C1=C(C(=CC=C1C)Cl)CN1C2=NC=NC(=C2N=C1)N)C(=O)NC1CC1 3-amino-1-(2-((6-amino-9H-purin-9-yl)methyl)-3-chloro-6-methylphenyl)-N-cyclopropylpyrrolidine-3-carboxamide